N-[3-[2,5-bis(difluoromethoxy)phenyl]-1-[[2-[2-(methylamino)ethyl]tetrazol-5-yl]methyl]pyrazol-4-yl]pyrazolo[1,5-a]pyrimidine FC(OC1=C(C=C(C=C1)OC(F)F)C1=NN(C=C1N1CC=C2N1C=CC=N2)CC=2N=NN(N2)CCNC)F